ClC1=C(C=C(C=C1)NC(=O)[C@@H]1C([C@H]1C1=CC(=CC(=C1)Cl)Cl)(Cl)Cl)NC(C1=CC(=CC(=C1)F)F)=O |r| trans-rac-N-(2-chloro-5-(2,2-dichloro-3-(3,5-dichlorophenyl)cyclopropane-1-carboxamido)phenyl)-3,5-difluorobenzamide